C(C)(C)(C)OC(=O)N1CC([C@@H](CC1)N)(F)F (R)-4-amino-3,3-difluoropiperidine-1-carboxylic acid tert-butyl ester